1,4,5-naphthalenetricarboxylic acid C1(=CC=C(C=2C(=CC=CC12)C(=O)O)C(=O)O)C(=O)O